N1C=C(C2=CC=CC=C12)C[C@@H](C(=O)N[C@H](C(=O)OC(C)C)CCC(C=[N+]=[N-])=O)NC(CC(C)C)=O Isopropyl (S)-2-((S)-3-(1H-indol-3-yl)-2-(3-methylbutanamido)propanamido)-6-diazo-5-oxohexanoate